ClC1=CC=CC2=C1C(=NO2)NS(=O)(=O)C2=CC1=C(OCCCO1)C=C2 N-(4-chlorobenzo[d]isoxazol-3-yl)-3,4-dihydro-2H-benzo[b][1,4]dioxepine-7-sulfonamide